(R)-2-(1-(6-(5-(((4-(3,3-difluorocyclobutyl)pyrimidin-2-yl)oxy)methyl)-1-methyl-1H-1,2,3-triazol-4-yl)-2-methylpyridin-3-yl)piperidin-3-yl)acetate FC1(CC(C1)C1=NC(=NC=C1)OCC1=C(N=NN1C)C1=CC=C(C(=N1)C)N1C[C@H](CCC1)CC(=O)[O-])F